[Si]([O-])([O-])([O-])[O-].[Si](O)(O)(O)O.[Si]([O-])(O)(O)O.[Al+3].[Mg+2] Magnesium aluminium trisilicate